5-((3,5-dichloropyridin-4-yl)thio)-N-(3-oxo-2,3-dihydro-1H-inden-5-yl)-1,3,4-thiadiazole-2-carboxamide ClC=1C=NC=C(C1SC1=NN=C(S1)C(=O)NC=1C=C2C(CCC2=CC1)=O)Cl